OP(O)OP(O)O.C1(=CC=CC=C1)O.C1(=CC=CC=C1)O diphenol diphosphite